C(C=C)NN(NCC=C)CC N,N-diallylaminoethylamine